BrC=1C=C2C=NN(C2=CC1OC)C1CCOCC1 5-Bromo-6-methoxy-1-(tetrahydro-2H-pyran-4-yl)-1H-indazole